1-(4-((2-((3S,4S)-4-amino-3-methyl-2-oxa-8-azaspiro[4.5]decan-8-yl)pyrido[2,3-b]pyrazin-6-yl)thio)-3-chloropyridin-2-yl)piperidin-4-ol phosphonium [PH4+].N[C@@H]1[C@@H](OCC12CCN(CC2)C=2N=C1C(=NC2)N=C(C=C1)SC1=C(C(=NC=C1)N1CCC(CC1)O)Cl)C